2-(4-fluorophenyl)-3-(pyridazin-4-yl)-6,7-dihydro-4H-pyrazolo[5,1-c][1,4]oxazine FC1=CC=C(C=C1)C1=NN2C(COCC2)=C1C1=CN=NC=C1